NC=1C=C2C(=NC1N1CCC(CC1)(F)CO)OC(C2)(C)C [1-(5-amino-2,2-dimethyl-3H-furo[2,3-B]pyridin-6-yl)-4-fluoro-4-piperidinyl]methanol